3-(1H-[1,2,3]Triazolo[4,5-b]pyridin-5-yl)-5-(methylsulfonyl)-N-(4-phenethoxyphenyl)benzamide N1N=NC2=NC(=CC=C21)C=2C=C(C(=O)NC1=CC=C(C=C1)OCCC1=CC=CC=C1)C=C(C2)S(=O)(=O)C